C(C)(C)(C)OC(=O)NCCCCCCO 6-(tert-butoxycarbonylamino)-1-hexanol